3-(2-isocyanobenzyl)benzamide di(methacryloxyethyl)hydrogenphosphate C(C(=C)C)(=O)OCCOP(=O)(O)OCCOC(C(=C)C)=O.[N+](#[C-])C1=C(CC=2C=C(C(=O)N)C=CC2)C=CC=C1